3-(6-methoxy-2-pyridyl)pentane-1,5-diol COC1=CC=CC(=N1)C(CCO)CCO